C(C1=CC=CC=C1)OC=1C=C2C(=C(N(C2=CC1)CC1=CC=C(OCCCC(=O)OCC)C=C1)C1=CC=C(C=C1)F)C Ethyl 4-(4-((5-(benzyloxy)-2-(4-fluorophenyl)-3-methyl-1H-indol-1-yl)methyl)-phenoxy)butanoate